N-(5-bromo-2,3-difluorophenyl)-5-methyl-1H-pyrazole-3-carboxamide BrC=1C=C(C(=C(C1)NC(=O)C1=NNC(=C1)C)F)F